OC12CC3C(C(CC(C1)C3)C2)N cis-1-hydroxyadamantan-4-amine